3-[(4-methanesulfonylphenoxy)methyl]-4-methyl-1-{2-[3-(pentafluoro-lambda6-sulfanyl)phenyl]ethyl}pyrrolidine CS(=O)(=O)C1=CC=C(OCC2CN(CC2C)CCC2=CC(=CC=C2)S(F)(F)(F)(F)F)C=C1